(R)-1-(3-(difluoromethyl)-2-fluorophenyl)ethane-1-d-1-amine hydrochloride Cl.FC(C=1C(=C(C=CC1)[C@@](C)(N)[2H])F)F